4-(5-(4-chlorophenyl)-4-(pyridin-3-yl)-1H-imidazol-2-yl)phenol ClC1=CC=C(C=C1)C1=C(N=C(N1)C1=CC=C(C=C1)O)C=1C=NC=CC1